[Pr].[Ba] barium praseodymium